C1(CC1)N1N=NN=C1C1CCN(CC1)C(=O)OC(C)(C)C tert-Butyl 4-(1-cyclopropyl-1H-tetrazol-5-yl)piperidine-1-carboxylate